2-cyclopentyl-6-(4-pyridinyl)-N3-Sec-butylpyridine-2,3-diamine C1(CCCC1)C1(NC(=CC=C1NC(C)CC)C1=CC=NC=C1)N